3-(7-amino-1-methyl-1H-indazol-3-yl)piperidine NC=1C=CC=C2C(=NN(C12)C)C1CNCCC1